ClC1=CC(=C(C=C1F)[C@H](NC(=O)[C@@H]1N([C@@H]2C[C@@H]2C1)C(=O)C=1C=NC=C(C1)C(F)(F)F)C1CC1)F (1R,3R,5R)-N-((R)-(4-chloro-2,5-difluorophenyl)(cyclopropyl)methyl)-2-((5-(trifluoromethyl)-3-pyridinyl)carbonyl)-2-azabicyclo[3.1.0]hexane-3-carboxamide